Diethyl-2,6-dinitro-4-trifluoromethyl-m-phenylenediamine C(C)N(C=1C(=C(C(=CC1C(F)(F)F)[N+](=O)[O-])N)[N+](=O)[O-])CC